C(CCCCCCCCCCC)N(C([C@@H](NC(CCCCCCCCCCC)=O)CCC(=O)O)=O)CCCCCCCCCCCC N-lauroyl-glutamic acid didodecyl amide